CC=1C=C(C=NC1N1CCC(CC1)CNC)CC1=CN=C2C(=NC(=NN21)NC(C)CCC)N 7-((5-Methyl-6-(4-((methylamino)methyl)piperidin-1-yl)pyridin-3-yl)methyl)-N2-(pentan-2-yl)-imidazo[2,1-f][1,2,4]triazin-2,4-diamin